CN1N=C(C(=C1)NC=1N=CC2=C(N1)N(C(=C2)C#N)[C@H]2COCCC2)OC2COC2 (R)-2-((1-Methyl-3-(oxetan-3-yloxy)-1H-pyrazol-4-yl)amino)-7-(tetrahydro-2H-pyran-3-yl)-7H-pyrrolo[2,3-d]pyrimidine-6-carbonitrile